[1-(4-chloropyridin-2-yl)pyrazol-3-yl]acetic acid ClC1=CC(=NC=C1)N1N=C(C=C1)CC(=O)O